5-Methyl-N4-(4-chloro-3-[N-(1,1-dimethylethyl)sulfamoyl]phenyl)-N2-[4-(4-methylpiperazin-1-yl)phenyl]pyrimidine-2,4-diamine CC=1C(=NC(=NC1)NC1=CC=C(C=C1)N1CCN(CC1)C)NC1=CC(=C(C=C1)Cl)S(NC(C)(C)C)(=O)=O